1-bromo-3-chloro-5-fluoro-2-methyl-benzene BrC1=C(C(=CC(=C1)F)Cl)C